NC1=CC=C(C=C1)C[C@H](C(=O)OCC)NC(CC)=O.CN(C)N(CCNCCN)CCCO Dimethylaminohydroxypropyl Diethylenetriamine ethyl (2R)-3-(4-aminophenyl)-2-propanamidopropanoate